NC=1N=CC2=C(C=C(C=C2C1)C=1C(=NN(C1C)C1OCCCC1)C(=O)OCC)Cl ethyl 4-(3-amino-8-chloro-6-isoquinolinyl)-5-methyl-1-tetrahydropyran-2-yl-pyrazole-3-carboxylate